4,5-dimethoxy-2-nitro-phenol COC1=CC(=C(C=C1OC)O)[N+](=O)[O-]